5-amino-N-ethyl-3,4-dihydroquinoline-1(2H)-sulfonamide NC1=C2CCCN(C2=CC=C1)S(=O)(=O)NCC